C12CN(CC(CC1)C2)C2C(CCC2)OC=2C=C1CN(C(C1=CC2)=O)C2C(NC(CC2)=O)=O 3-(5-((2-(3-azabicyclo[3.2.1]octan-3-yl)cyclopentyl)oxy)-1-oxoisoindolin-2-yl)piperidine-2,6-dione